tert-butyl (S)-(1-(3-([1,1'-biphenyl]-4-ylmethyl)-1,2,4-oxadiazol-5-yl)-2-(1-methyl-1H-indol-3-yl)ethyl)carbamate C1(=CC=C(C=C1)CC1=NOC(=N1)[C@H](CC1=CN(C2=CC=CC=C12)C)NC(OC(C)(C)C)=O)C1=CC=CC=C1